O1-tert-Butyl O4-(1,3-dioxoisoindolin-2-yl) 4-[3-(trifluoromethyl)azetidine-1-carbonyl]-piperidine-1,4-dicarboxylate FC(C1CN(C1)C(=O)C1(CCN(CC1)C(=O)OC(C)(C)C)C(=O)ON1C(C2=CC=CC=C2C1=O)=O)(F)F